ethylhexyl acetylcitrate C(C)(=O)C(C(=O)OC(CCCCC)CC)C(O)(C(=O)[O-])CC(=O)[O-]